3-chloro-6-[6-(dimethylphosphoryl)pyridin-3-yl]-7-fluoro-N-[(1R)-1-(2-fluorophenyl)propyl]-2-methyl-1,5-naphthyridin-4-amine ClC=1C(=NC2=CC(=C(N=C2C1N[C@H](CC)C1=C(C=CC=C1)F)C=1C=NC(=CC1)P(=O)(C)C)F)C